C(#N)C1=C(C(=O)OC)C=C(C=C1)C=C(C)C Methyl 2-cyano-5-(2-methylprop-1-enyl)benzoate